C(C1=CC=CC=C1)C(=S)S.NN hydrazine benzyl-dithioformate